rhodium tetraphosphine P.P.P.P.[Rh]